OCC(=CCCC(=CCC\C(=C/CCC(C)=O)\C)C)C Z-hydroxyfarnesyl-acetone